methyl (2S)-2-[(3,5-dichlorobenzoyl)amino]propanoate ClC=1C=C(C(=O)N[C@H](C(=O)OC)C)C=C(C1)Cl